ethyl 3-(2-methoxypyrimidin-5-yl)-3-(4-(3-(5,6,7,8-tetrahydro-1,8-naphthyridin-2-yl)propyl)thiazol-2-yl)propanoate COC1=NC=C(C=N1)C(CC(=O)OCC)C=1SC=C(N1)CCCC1=NC=2NCCCC2C=C1